ClC1=C(N2CCCC2=C1C(=O)NC1=CC(=C(C=C1)F)C)C(C(=O)NCC(CO)(C)C)=O 6-chloro-N-(4-fluoro-3-methylphenyl)-5-(2-((3-hydroxy-2,2-dimethylpropyl)amino)-2-oxoacetyl)-2,3-dihydro-1H-pyrrolizine-7-carboxamide